(5-(4-(4-cyanophenyl)piperidine-1-carbonyl)-2-methylphenyl)-2-isonicotinyl-hydrazinecarboxamide C(#N)C1=CC=C(C=C1)C1CCN(CC1)C(=O)C=1C=CC(=C(C1)N(NCC1=CC=NC=C1)C(=O)N)C